FC(C1=CC(=NN1CC1CC2(CN(C2)C(=O)N2CC3(C2)NC(CC3)=O)C1)C)F 2-[6-[[5-(difluoromethyl)-3-methyl-pyrazol-1-yl]methyl]-2-azaspiro[3.3]heptane-2-carbonyl]-2,5-diazaspiro[3.4]octan-6-one